ClC1=C(C(=NC(=N1)C=1C=C(C=CC1)C)N)OC1=C(C=CC=C1)OC 6-chloro-5-(2-methoxyphenoxy)-2-(m-tolyl)pyrimidin-4-amine